5-bromo-3-fluoro-6-methoxy-N,N-bis[(4-methoxyphenyl)methyl]pyridin-2-amine BrC=1C=C(C(=NC1OC)N(CC1=CC=C(C=C1)OC)CC1=CC=C(C=C1)OC)F